9-(4-((1-(3-fluoropropyl)azetidin-3-ylidene)methyl)phenyl)-8-(4-methyl-3-(trifluoromethyl)phenyl)-6,7-dihydro-5H-benzo[7]annulene-3-carboxylic acid FCCCN1CC(C1)=CC1=CC=C(C=C1)C1=C(CCCC2=C1C=CC(=C2)C(=O)O)C2=CC(=C(C=C2)C)C(F)(F)F